N-[(1R)-1-(3-bromo-2-methylphenyl)ethyl]-2-methyl-2-propanesulfinamide BrC=1C(=C(C=CC1)[C@@H](C)NS(=O)C(C)(C)C)C